[1-(2-pyridyl)-1,2,4-triazol-3-yl]methanone N1=C(C=CC=C1)N1N=C(N=C1)C=O